NCOC(C)=O aminomethylacetate